FC=1C=CC(=NC1C)C=1N=C2N(C=CC=C2)C1C1=NC2=CC(=CN=C2C=C1)C1=CN=C2N1CCNC2 2-[2-(5-fluoro-6-methyl-2-pyridyl)imidazo[1,2-a]pyridin-3-yl]-7-(5,6,7,8-tetrahydroimidazo[1,2-a]pyrazin-3-yl)-1,5-naphthyridine